tributyl-phosphate-menthol C1(CC(C(CC1)C(C)C)O)C.C(CCC)OP(=O)(OCCCC)OCCCC